ClC=1C(=NC(=NC1)NC1=C(C=C(C=C1)N1CCC(CC1)N1CCN(CC1)C)OC)NC=1C=C(C=CC1)C1=C(C(=CC=C1)C=O)O 3'-{[5-chloro-2-({2-methoxy-4-[4-(4-methylpiperazin-1-yl)piperidin-1-yl]phenyl}amino)pyrimidin-4-yl]amino}-2-hydroxy-[1,1'-biphenyl]-3-carbaldehyde